C(C)N1C(N(C2=C1C=NC1=C3C(=CC=C21)OCO3)CC3=CC(=C(C=C3)P(O)(O)=O)F)=O (4-((6-ethyl-7-oxo-6,7-dihydro-8H-[1,3]dioxolo[4,5-h]imidazo[4,5-c]quinolin-8-yl)methyl)-2-fluorophenyl)phosphonic acid